FC=1C=C(NCCN2CC(C2)CF)C=C(C1[C@H]1N([C@@H](CC2=C1NC1=CC=CC=C21)C)S(=O)(=O)C)F 3,5-difluoro-N-[2-[3-(fluoromethyl)azetidin-1-yl]ethyl]-4-[(1R,3R)-3-methyl-2-methylsulfonyl-1,3,4,9-tetrahydropyrido[3,4-b]indol-1-yl]aniline